N-(2,6-dichlorobenzyl)propynylamine ClC1=C(CNC#CC)C(=CC=C1)Cl